FC(C1CCC(CC1)CC(=O)OC(C)(C)C)(F)F tert-butyl 2-(4-(trifluoromethyl)cyclohexyl)acetate